C[Si]1(CN(C2=C1C=C(C=C2)C)C(=O)OC(C)(C)C)C tert-Butyl 3,3,5-trimethyl-2,3-dihydro-1H-benzo[d][1,3]azasilole-1-carboxylate